NC1=NC=NN2C1=C(C=C2C2CCN(CC2)C(C(C)C)=O)C2=CC=C(C=C2)C2=C(C(N(C(N2C(C)C)=O)C2=CC(=CC=C2)C#N)=O)C(=O)N (4-(4-amino-7-(1-isobutyrylpiperidin-4-yl)pyrrolo[2,1-f][1,2,4]triazin-5-yl)phenyl)-3-(3-cyanophenyl)-1-isopropyl-2,4-dioxo-1,2,3,4-tetrahydropyrimidine-5-carboxamide